9-dimethylamino-3-(4-fluorobenzoyl)-1,1-dimethyl-1,2,3,6-tetrahydroazepino[4,5-b]indole-5-carboxylic acid ethyl ester C(C)OC(=O)C1=CN(CC(C2=C1NC=1C=CC(=CC21)N(C)C)(C)C)C(C2=CC=C(C=C2)F)=O